C(C)(C)(C)OC([C@@H](NC(=O)OC(C)(C)C)CCS)=O (t-butoxycarbonyl)-L-homocysteine tert-butyl ester